BrC1=C(C=CC=C1)C1=CC=CC=C1 2'-Bromobiphenyl